O=C(C(=O)SCCNC(CCNC([C@@H](C(COP(OP(OC[C@@H]1[C@H]([C@H]([C@@H](O1)N1C=NC=2C(N)=NC=NC12)O)OP(=O)(O)O)(=O)O)(=O)O)(C)C)O)=O)=O)CCC(=O)O 2-Oxoglutaroyl-CoA